ethyl 5-(4-((6-methoxypyridin-3-yl) ethynyl) phenoxy)-1H-1,2,3-triazole-4-carboxylate COC1=CC=C(C=N1)C#CC1=CC=C(OC2=C(N=NN2)C(=O)OCC)C=C1